4',7-dihydroxy-3'-methoxy-2'-isopentenyl-dihydroflavone OC1=C(C(=C(C2OC3=CC(=CC=C3C(C2)=O)O)C=C1)CCC(=C)C)OC